4-amino-7-fluoro-8-(5-methylpyridazin-4-yl)-N-propylisoquinoline-3-carboxamide NC1=C(N=CC2=C(C(=CC=C12)F)C1=CN=NC=C1C)C(=O)NCCC